C1(CC1)C=1C=C(C(=C(C1)N1CCN(CC1)CC=1SC2=C(N1)C=CC=C2)C=2N=NNN2)F 2-[[4-[5-cycloprop-yl-3-fluoro-2-(2H-tetrazol-5-yl)phenyl]piperazin-1-yl]-methyl]-1,3-benzo-thiazole